C(C)(C)(C)OC(=O)N1[C@@H](C[C@H](C1)O)C(N[C@@H](C)C1=CC=C(C=C1)C1=C(N=CS1)C)=O (2S,4r)-4-hydroxy-2-(((S)-1-(4-(4-methylthiazol-5-yl)phenyl)ethyl)carbamoyl)pyrrolidine-1-carboxylic acid tert-butyl ester